NC1=NC=CC2=CC=C(C=C12)C=1C=C2C(=NN(C2=CC1)C1CN(CC1)S(=O)(=O)CC)COC1=C(C=CC=C1)CC(=O)O 2-(2-((5-(1-aminoisoquinolin-7-yl)-1-(1-(ethanesulfonyl)pyrrolidin-3-yl)-1H-indazol-3-yl)methoxy)phenyl)acetic acid